tert-butyl 2-(2-cyclopropyl-5-fluoro-3-(tetrahydro-2H-pyran-4-yloxy)phenyl)acetate C1(CC1)C1=C(C=C(C=C1OC1CCOCC1)F)CC(=O)OC(C)(C)C